1,2-di-O-octadecenyl-sn-glycero-3-phosphoryl-choline C(=CCCCCCCCCCCCCCCCC)OC[C@@H](OC=CCCCCCCCCCCCCCCCC)COP(=O)(O)OCC[N+](C)(C)C